COC1=C(C=C(CN2C[C@@H](CCC2)NC(OC(C)(C)C)=O)C=C1)C(NC1=CC=C(C=C1)C1=CC2=C(N=CN=C2N2CCOCC2)N1)=O tert-butyl (R)-(1-(4-methoxy-3-((4-(4-morpholino-7H-pyrrolo[2,3-d]pyrimidin-6-yl)phenyl)carbamoyl)benzyl)piperidin-3-yl)carbamate